Selenium sulfite S(=O)([O-])[O-].[Se+2]